The molecule is a phenylacetic acid substituted at positions 3 and 4 by methoxy groups. It has a role as a human urinary metabolite and a human xenobiotic metabolite. It is a dimethoxybenzene and a member of phenylacetic acids. COC1=C(C=C(C=C1)CC(=O)O)OC